S(=O)(=O)=C1CC(=C(C=C1)N1C(C=CC1=O)=O)N=[N+]=[N-] N-(4-Sulfonylazidophenyl)maleinimid